C(C)OC(=O)C1=NN(C(=C(C1=O)Cl)C1=CC=C(C=C1)F)C1=C(C=CC(=C1)OC)Cl ethyl-5-chloro-1-(2-chloro-5-methoxyphenyl)-6-(4-fluorophenyl)-1,4-dihydro-4-oxo-3-pyridazinecarboxylic acid